ClC1=CC=2C(=NN(N2)C2=C(C(=CC(=C2)C)C(C)(C)C)O)C=C1 (5-chloro-2H-benzotriazol-2-yl)-6-(1,1-dimethylethyl)-4-methylphenol